1-(allyloxy)-4-ethylbenzene C(C=C)OC1=CC=C(C=C1)CC